CCCCCCCCCCCCCCCC(=O)OC[C@H](COP(=O)(O)OC[C@@H](C(=O)O)N)OC(=O)CCC/C=C\C/C=C\C/C=C\C/C=C\C/C=C\CC 1-hexadecanoyl-2-(5Z,8Z,11Z,14Z,17Z-eicosapentaenoyl)-glycero-3-phosphoserine